FC(CNC(=O)C=1C(=C(C=CC1C)C1=CC=2N(C=C1)N=C(N2)NC(OC(C)(C)C)=O)F)(C(O)C2=CC=C(C=C2)F)F tert-butyl (7-(3-((2,2-difluoro-3-(4-fluorophenyl)-3-hydroxypropyl)carbamoyl)-2-fluoro-4-methylphenyl)-[1,2,4]triazolo[1,5-a]pyridin-2-yl)carbamate